(R,E)-N-(5-(2-(4,4-Difluorocyclohexyl)vinyl)-2,3-dihydrobenzofuran-7-yl)-1-methyl-5-oxopyrrolidine-2-carboxamide FC1(CCC(CC1)/C=C/C=1C=C(C2=C(CCO2)C1)NC(=O)[C@@H]1N(C(CC1)=O)C)F